BrC=1C=CC=C2C(C(=C(OC12)C)C(=O)O)C 8-bromo-2,4-dimethyl-4H-chromene-3-carboxylic acid